tert-butyl 4-(4-nitro-2-(trifluoromethyl)benzyl)-4,7-diazaspiro[2.5]octane-7-carboxylate [N+](=O)([O-])C1=CC(=C(CN2C3(CC3)CN(CC2)C(=O)OC(C)(C)C)C=C1)C(F)(F)F